C1(=CC=CC=C1)[C@H](CS(=O)(=O)Cl)C |r| Rac-2-phenylpropane-1-sulfonyl chloride